PYRROLOPHThALAZINE C=1NN=CC2=CC=C3C(C12)=CC=N3